2-[[(2S,3R)-3-(tert-butoxycarbonylamino)-2-hydroxy-4-phenyl-butanoyl]amino]-3-[4-(trifluoromethyl)phenyl]propanoic acid C(C)(C)(C)OC(=O)N[C@@H]([C@@H](C(=O)NC(C(=O)O)CC1=CC=C(C=C1)C(F)(F)F)O)CC1=CC=CC=C1